2-[4-(3,6-diphenyl-9H-carbazole-9-yl)phenyl]Dibenzo[f,h]Quinoxaline C1(=CC=CC=C1)C=1C=CC=2N(C3=CC=C(C=C3C2C1)C1=CC=CC=C1)C1=CC=C(C=C1)C1=NC2=C3C(=C4C(=C2N=C1)C=CC=C4)C=CC=C3